(E)-3-(2-methylbenzo[d]thiazol-5-yl)-1-morpholinoprop-2-en-1-one CC=1SC2=C(N1)C=C(C=C2)/C=C/C(=O)N2CCOCC2